C(CCC)N1C(N(C(C(C1=O)=C(N)N)=O)C1CCC2(CN(C2)C2=NN=CN2COCC[Si](C)(C)C)CC1)=O 1-butyl-5-(diaminomethylene)-3-(2-(4-((2-(trimethylsilyl)ethoxy)methyl)-4H-1,2,4-triazol-3-yl)-2-azaspiro[3.5]nonan-7-yl)pyrimidine-2,4,6(1H,3H,5H)-trione